C(C1=C(C(=CC(=C1)C)C(C)(C)C)O)C1=C(C(=CC(=C1)C)C(C)(C)C)O 2,2'-methylenebis(4-methyl-6-tertbutylphenol)